COC1=NC=C(C=C1C(=O)N)NC(C(N1[C@H](CC[C@@H](C1)C)C=1C=CC2=CN(N=C2C1)C1CCOCC1)=O)=O methoxy-5-[[2-oxo-2-[(2R,5S)-5-methyl-2-(2-tetrahydropyran-4-ylindazol-6-yl)-1-piperidyl]acetyl]amino]pyridine-3-carboxamide